CNC=1N=CC(=C2C=C(N=CC12)NC(=O)C1CC1)C1=CC=C(C=C1)OC1=CN=CS1 N-(8-(methylamino)-5-(4-(thiazol-5-yloxy)phenyl)-2,7-naphthyridin-3-yl)cyclopropanecarboxamide